5-(10-phenyl-anthracen-9-yl)-2-{3-(pyridin-4-yl)phenyl}-2H-benzotriazole C1(=CC=CC=C1)C1=C2C=CC=CC2=C(C2=CC=CC=C12)C1=CC=2C(=NN(N2)C2=CC(=CC=C2)C2=CC=NC=C2)C=C1